NC=1C(=CC(=C(C1)C=1C(N(C2=CC(=NC=C2C1)Cl)CC)=O)Br)F 3-(5-amino-2-bromo-4-fluorophenyl)-7-chloro-1-ethyl-1,6-naphthyridin-2(1H)-one